BrC1=CC=C2C(=C(C=NC2=C1)[N+](=O)[O-])NC(C)C 7-bromo-N-isopropyl-3-nitroquinolin-4-amine